N-(N-benzoyl-L-PHENYLALANYL)-O-acetyl-L-phenylalaninol C(C1=CC=CC=C1)(=O)N[C@@H](CC1=CC=CC=C1)C(=O)N[C@@H](CC1=CC=CC=C1)COC(C)=O